FC1(C2=CC=CC=C2C=2C=C(C=CC12)C(=O)NCC(=O)N1C2CC2(CC1C(=O)N)C)F 2-((9,9-difluoro-9H-fluorene-3-carbonyl)glycyl)-5-methyl-2-azabicyclo[3.1.0]Hexane-3-carboxamide